pentyl chloroformate ClC(=O)OCCCCC